7-(2-amino-6-fluorophenyl)-6-chloro-1-(4,6-di(2-propanyl)-5-pyrimidinyl)-4-((2S)-2-methyl-4-(2-propenoyl)-1-piperazinyl)pyrido[2,3-d]pyrimidin-2(1H)-one NC1=C(C(=CC=C1)F)C=1C(=CC2=C(N(C(N=C2N2[C@H](CN(CC2)C(C=C)=O)C)=O)C=2C(=NC=NC2C(C)C)C(C)C)N1)Cl